3-[(1S)-1-[4-bromo-2-(1,2-oxazol-3-yl)phenoxy]ethyl]-5-methyl-4H-1,2,4-triazole BrC1=CC(=C(O[C@@H](C)C2=NN=C(N2)C)C=C1)C1=NOC=C1